5-((5-(2-(3-Aminopropoxy)-6-methoxyphenyl)-1H-pyrazol-3-yl)amino)-2-pyrazinecarbonitrile NCCCOC1=C(C(=CC=C1)OC)C1=CC(=NN1)NC=1N=CC(=NC1)C#N